O[C@@H](CN(C(OC(C)(C)C)=O)[C@H]1COC2(C1)CCNCC2)COC2=CC(=CC=C2)S(=O)(=O)C(C)C tert-butyl ((S)-2-hydroxy-3-(3-(isopropylsulfonyl)phenoxy)propyl)((R)-1-oxa-8-azaspiro[4.5]decan-3-yl)carbamate